C(C1=CC=CC=C1)OC(=O)N1CC2(CC2)C(C1)NC1=NC(=C(C=C1)C=1N=C2N(C1)CCC2(F)F)C 7-((5-(7,7-difluoro-6,7-dihydro-5H-pyrrolo[1,2-a]imidazol-2-yl)-6-methylpyridin-2-yl)amino)-5-azaspiro[2.4]heptane-5-carboxylic acid benzyl ester